OC1(CC1)C1CCC(CC1)NC1=CC(N(C2=C1N=C(N=C2)N2C=NC=C2)C)=O 8-(((1r,4r)-4-(1-hydroxycyclopropyl)cyclohexyl)amino)-2-(1H-imidazol-1-yl)-5-methylpyrido[3,2-d]pyrimidin-6(5H)-one